N1(CCN(CCN(CCNCC1)CC(=O)O)CC(=O)O)CC(=O)O 1,4,7,10-tetraazacyclododecane-1,4,7-triacetic acid